dimethylsilylbis(2-methyl-4-(2-naphthyl)-1-indenyl)zirconium dichloride [Cl-].[Cl-].C[SiH](C)[Zr+2](C1C(=CC2=C(C=CC=C12)C1=CC2=CC=CC=C2C=C1)C)C1C(=CC2=C(C=CC=C12)C1=CC2=CC=CC=C2C=C1)C